C(C1=CC=CC=C1)N1C2=CC=CC(=C2C2=C1[C@@H]1C[C@@H]([C@@H](CN1CC2)CC)/C(/C(=O)OC)=C\OC)OC Methyl (E)-2-((2S,3S,12bS)-12-benzyl-3-ethyl-8-methoxy-1,2,3,4,6,7,12,12b-octahydroindolo[2,3-a]quinolizin-2-yl)-3-methoxyacrylate